N-[2-(2-aminoethylamino)-2-oxoethyl]-2-chloro-4-[[3-[1-(cyanomethyl)-3-(trifluoromethyl)pyrazol-4-yl]imidazo[1,2-a]pyrazin-8-yl]amino]benzamide NCCNC(CNC(C1=C(C=C(C=C1)NC=1C=2N(C=CN1)C(=CN2)C=2C(=NN(C2)CC#N)C(F)(F)F)Cl)=O)=O